C(C)OC(=O)C1CCN(CC1)C1=NC(=C(N=C1)I)CCCC(F)F (6-(4,4-difluorobutyl)-5-iodopyrazin-2-yl)piperidine-4-carboxylic acid ethyl ester